C(C)N1C[C@@H](CC1)NC1=NN=C(C2=CC=CC=C12)C1=C(C=C(C=C1)C(F)(F)F)O (R)-2-(4-((1-ethylpyrrolidin-3-yl)amino)phthalazin-1-yl)-5-(trifluoromethyl)phenol